2-methyl-1-(octyloxy)undec-1-ene CC(=COCCCCCCCC)CCCCCCCCC